C(C)(C)NC1=CC(=NC=C1C=1SC(=NN1)C1CCNCC1)C1=CC=C2N1N=CC(=C2)C#N 7-(4-(isopropylamino)-5-(5-(piperidin-4-yl)-1,3,4-thiadiazol-2-yl)pyridin-2-yl)pyrrolo[1,2-b]pyridazine-3-carbonitrile